O(CCS)CCS 2,2'-oxydiethylmercaptan